1-methyl-4-((trimethylsilyl)ethynyl)pyridin CN1CC=C(C=C1)C#C[Si](C)(C)C